1-Hexyl-2-methylpyridinium triflate [O-]S(=O)(=O)C(F)(F)F.C(CCCCC)[N+]1=C(C=CC=C1)C